1-(((1R,2R)-1,2-dichloro-2-(4-fluorophenyl)ethyl)sulfinyl)-4-methylbenzene Cl[C@H]([C@@H](C1=CC=C(C=C1)F)Cl)S(=O)C1=CC=C(C=C1)C